N1C[C@@H](CC1)N1N=CC2=C(C=CC=C12)N1C(NC(CC1)=O)=O (R)-1-(1-(Pyrrolidin-3-yl)-1H-indazol-4-yl)dihydropyrimidine-2,4(1H,3H)-dione